(9H-fluoren-9-yl)methyl (1-(1H-imidazol-1-yl)-1-oxo-6,9,12-trioxa-2-azapentadecan-15-yl)carbamate N1(C=NC=C1)C(NCCCOCCOCCOCCCNC(OCC1C2=CC=CC=C2C=2C=CC=CC12)=O)=O